2-(((3,4-Dihydroxy-4-(hydroxymethyl)tetrahydrofuran-2-yl)oxy)methyl)-6-((3,4,5-trimethoxybenzyl)oxy)tetrahydro-2H-pyran-3,4,5-triol OC1C(OCC1(CO)O)OCC1OC(C(C(C1O)O)O)OCC1=CC(=C(C(=C1)OC)OC)OC